C(#N)C1=CC(=C(COC=2C=C(C=C(C2)F)C2=CC(=CC=C2)F)C=C1)F 3'-((4-cyano-2-fluorobenzyl)oxy)-3,5'-difluoro-[1,1'-biphenyl]